(R)-4-(3-chloro-2-fluorophenylamino)-7-methoxyquinazoline-6-yl 2,4-dimethylpiperazine-1-carboxylate C[C@H]1N(CCN(C1)C)C(=O)OC=1C=C2C(=NC=NC2=CC1OC)NC1=C(C(=CC=C1)Cl)F